C(C)N1C=C(C(C2=CC(=C(C(=C12)F)N1CC(N(CC1)C(C)=O)C)F)=O)C(C=CC1=CC=CC=C1)=O 1-ethyl-6,8-difluoro-7-(3-methyl-4-acetylpiperazin-1-yl)-3-cinnamoyl-quinolin-4(1H)-one